(2R,3S)-N-[(2S,3R,4R,5S,6S)-4,5-dihydroxy-2-methyl-6-(5H-pyrrolo[3,2-d]pyrimidin-4-ylamino)tetrahydropyran-3-yl]-3-hydroxy-pyrrolidine-2-carboxamide O[C@@H]1[C@H]([C@@H](O[C@@H]([C@H]1O)NC=1C2=C(N=CN1)C=CN2)C)NC(=O)[C@@H]2NCC[C@@H]2O